tert-butyl (2R,6R)-2-(((tert-butyldiphenylsilyl)oxy)methyl)-6-hydroxy-6-methyl-1,4-oxazepane-4-carboxylate [Si](C1=CC=CC=C1)(C1=CC=CC=C1)(C(C)(C)C)OC[C@@H]1OC[C@](CN(C1)C(=O)OC(C)(C)C)(C)O